3-(tert-butyl)-1-(6-methylpyridin-3-yl)-1H-pyrazol-5-amine C(C)(C)(C)C1=NN(C(=C1)N)C=1C=NC(=CC1)C